OC[C@H](C1=CC=CC=C1)NC1=CC(=NC=C1C1=NC(=NO1)C=1C=NC=CC1)NC1=CC=C2C(=N1)C(N(C2=O)C)(C)C (S)-2-((4-((2-hydroxy-1-phenylethyl)amino)-5-(3-(pyridin-3-yl)-1,2,4-oxadiazol-5-yl)pyridin-2-yl)amino)-6,7,7-trimethyl-6,7-dihydro-5H-pyrrolo[3,4-b]pyridin-5-one